6-(trifluoromethoxy)benzo[d]oxazole-2-thiol FC(OC1=CC2=C(N=C(O2)S)C=C1)(F)F